S(=O)(=O)(O)O.S1C=NCC1 thiazoline-sulfate